C(C)(=O)OC(CCl)COC1=C(C=C(C=C1Cl)C(C)(C)C1=CC=C(C=C1)OCC(CS(=O)(=O)CC)O)Cl 1-chloro-3-(2,6-dichloro-4-(2-(4-(3-(ethylsulfonyl)-2-hydroxypropoxy)phenyl)propan-2-yl)phenoxy)propan-2-yl acetate